CC1=CC=C(C=C1)I p-Iodotoluene